C(C)C1=NOC=N1 3-Ethyl-1,2,4-oxadiazol